C1N(CC2C1CNC2)C(=O)O.ClC=2C=C(C=CC2Cl)N2C(=CC=1C2=NC=CC1)C(=O)N1CC(C1)F (1-(3,4-Dichlorophenyl)-1H-pyrrolo[2,3-b]pyridin-2-yl)(3-fluoroazetidin-1-yl)methanone hexahydropyrrolo[3,4-c]pyrrole-2(1H)-carboxylate